O=C1NC(CCC1N1C=C2C=C(C=C(C2=C1)SCCCCCCC(N1CCCCC1)=O)F)=O 2-(2,6-dioxopiperidin-3-yl)-6-fluoro-4-((7-oxo-7-(piperidin-1-yl)heptyl)thio)isoindole